NC=1C2=C(N=CN1)N(C(=C2C2=NC(=C(C=C2)Cl)OC)C#CC2CN(C2)C2CCN(CC2)C(C=C)=O)C 1-(4-(3-((4-amino-5-(5-chloro-6-methoxypyridin-2-yl)-7-methyl-7H-pyrrolo[2,3-d]pyrimidin-6-yl)ethynyl)azetidin-1-yl)piperidin-1-yl)prop-2-en-1-one